FC1=C2C(=CN=CC2=C(C=C1)N1CCNCC1)N1C(NC(CC1)=O)=O (5-fluoro-8-piperazin-1-yl-4-isoquinolinyl)hexahydropyrimidine-2,4-dione